5-amino-2,2-dimethyl-amyl alcohol NCCCC(CO)(C)C